benzyl N-methyl-N-{2-[(1-methyl-1H-pyrazol-4-yl)amino]ethyl}carbamate CN(C(OCC1=CC=CC=C1)=O)CCNC=1C=NN(C1)C